F[P-](F)(F)(F)(F)F.C[N+](=C(ON1N=NC2=C1C=CC=C2)N(C)C)C N,N,N',N'-Tetramethyl-O-(1H-benzo-triazol-1-yl)-uronium hexafluoro-phosphate